C1(CC1)C1=NC(=CC2=C1CNC2=O)CN2C[C@H](OCC2)C 4-cyclopropyl-6-[[(2R)-2-methylmorpholin-4-yl]methyl]-2H,3H-pyrrolo[3,4-c]pyridin-1-one